1-[(2R,3S,4S,5R)-3-hydroxy-4-(oxan-2-yloxy)-5-[(oxan-2-yloxy)methyl]oxolan-2-yl]-5-methyl-3H-pyrimidine-2,4-dione O[C@@H]1[C@@H](O[C@@H]([C@H]1OC1OCCCC1)COC1OCCCC1)N1C(NC(C(=C1)C)=O)=O